C1=CC=CC=2C3=CC=CC=C3N(C12)C=1C(=C(C(=C(C1N1C2=CC=C(C=C2C=2C=C(C=CC12)C1=CC=CC=C1)C1=CC=CC=C1)C1=CC=CC=C1)C#N)C1=CC=CC=C1)N1C2=CC=C(C=C2C=2C=C(C=CC12)C1=CC=CC=C1)C1=CC=CC=C1 5'-(9H-carbazol-9-yl)-4',6'-bis(3,6-diphenyl-9H-carbazol-9-yl)-[1,1':3',1''-terphenyl]-2'-carbonitrile